5-(((4-(4-(3-((3-(((1-acetylpiperidin-4-yl)amino)methyl)-2-methoxyphenyl)amino)-2-chlorophenyl)-3-chloropyridin-2-yl)-2-methoxybenzyl)amino)methyl)pyrrolidin-2-one C(C)(=O)N1CCC(CC1)NCC=1C(=C(C=CC1)NC=1C(=C(C=CC1)C1=C(C(=NC=C1)C1=CC(=C(CNCC2CCC(N2)=O)C=C1)OC)Cl)Cl)OC